C(C1=CC=CC=C1)NC(=O)C1=CC(=C(C(=C1)Cl)Cl)C(=O)NC1=CC=CC=C1 N1-benzyl-4,5-dichloro-N3-phenylbenzene-1,3-dicarboxamide